C(C)(C)(C)C1=NN=C(O1)C=1C(=NC(=NC1)NC1=CC(=C(C(=O)N(C)C)C=C1)Cl)N[C@H](CO)C1=CC=CC=C1 4-[[5-(5-tert-butyl-1,3,4-oxadiazol-2-yl)-4-[[(1S)-2-hydroxy-1-phenyl-ethyl]amino]pyrimidin-2-yl]amino]-2-chloro-N,N-dimethyl-benzamide